ClC1=CC=C2C(=C1)NC([C@]21N(C(C=2C1=C(N(C2)C=2C(=NC(=NC2OC)OC)OC)C(C)C)=O)C2=C(C=CC(=C2)Cl)F)=O (3S)-6-chloro-2'-(5-chloro-2-fluorophenyl)-6'-(propan-2-yl)-5'-(2,4,6-trimethoxy-pyrimidin-5-yl)-1,2,3',5'-tetrahydro-2'H-spiro[indol-3,1'-pyrrolo[3,4-c]pyrrol]-2,3'-dion